FC1([C@H](C1)C(=O)C=1N=C2N(N1)[C@@H](C[C@@H]2F)C2=CC=CC=C2)F [(1R)-2,2-difluorocyclopropyl]-[(5S,7S)-7-fluoro-5-phenyl-6,7-dihydro-5H-pyrrolo[1,2-b][1,2,4]triazol-2-yl]methanone